(E)-3-(1-methylpyrazol-4-yl)prop-2-en-1-ol CN1N=CC(=C1)/C=C/CO